NCCCC=1SC2=C(C(=NC=3C=C(C=CC23)C2=CC=NN2)N)N1 (3-aminopropyl)-7-(1H-pyrazol-5-yl)-[1,3]thiazolo[4,5-c]quinolin-4-amine